NC=1C=CC(=C(C(=O)N[C@H](C)C2=CC=CC3=CC=CC=C23)C1)N1CCCC1 (R)-5-amino-N-(1-(naphthalen-1-yl)ethyl)-2-(pyrrolidin-1-yl)benzamide